C(=CCCCCCCCCCCCCCCC)OC(CCCCCCCCCCCCCCC)O heptadecenyloxycetyl alcohol